C(C1=CC=CC=C1)OC1=C(C=CC=C1)C1=CC(=NC=C1)C[C@]1(C[C@H](CC1)NS(=O)(=O)C)C(=O)N (1S,3S)-1-((4-(2-(benzyloxy)phenyl)pyridin-2-yl)methyl)-3-(methylsulfonamido)cyclopentane-1-carboxamide